[N+](=O)([O-])C1=C(C=CC(=C1)C#N)NS(=O)(=O)N1CCOCC1 N-(2-nitro-4-cyanophenyl)morpholine-4-sulfonamide